4-((Cyclopropylmethyl)sulfonamido)-N-(2-(4,4-difluoropiperidin-1-yl)-6-methylpyrimidin-4-yl)-2-(6-azaspiro[2.5]octan-6-yl)benzamide C1(CC1)CS(=O)(=O)NC1=CC(=C(C(=O)NC2=NC(=NC(=C2)C)N2CCC(CC2)(F)F)C=C1)N1CCC2(CC2)CC1